3-(tert-butyl)-N-(2-(2-(cyclopropanecarboxamido)pyridin-4-yl)-6,7,8,9-tetrahydro-5H-benzo[7]annulen-5-yl)-1,2,4-oxadiazole-5-carboxamide C(C)(C)(C)C1=NOC(=N1)C(=O)NC1CCCCC2=C1C=CC(=C2)C2=CC(=NC=C2)NC(=O)C2CC2